C(C)(C)(C)OC(=O)N1[C@H]2CN(C[C@@H]1CC2)C2=NC(=NC1=C(C(=C(C=C21)[N+](=O)[O-])Br)F)Cl (1r,5s)-3-(7-bromo-2-chloro-8-fluoro-6-nitroquinazolin-4-yl)-3,8-diazabicyclo[3.2.1]octane-8-carboxylic acid tert-butyl ester